C(C=C)C1=C(C(=C(C=C1)F)Br)OCC=C 1-allyl-2-(allyloxy)-3-bromo-4-fluorobenzene